C(C)(C)N(C(CC)=O)C(C)C N,N-diisopropylpropionamide